FC(C(=O)O)(F)F.NC=1C=2N(C=C(N1)C(=O)NC1(COCC1)C1CC1)C(=CN2)C2=C(C=CC(=C2)C(C(F)(F)F)(C(=O)N)O)C 8-Amino-3-(5-(3-amino-1,1,1-trifluoro-2-hydroxy-3-oxopropan-2-yl)-2-methylphenyl)-N-(3-cyclopropyltetrahydrofuran-3-yl)imidazo[1,2-a]pyrazine-6-carboxamide trifluoroacetate salt